[Cl-].[Cl-].C[Zr+2](C1C=CC=C1)C dimethyl-(cyclopentadienyl)zirconium dichloride